3-(3-pyridyl)-acrylic acid N1=CC(=CC=C1)C=CC(=O)O